C[C@@H]1[C@@H](O1)C=O ((2R,3R)-3-methyloxiran-2-yl)methanone